(S)-6-((3-fluoropyrrolidin-1-yl)methyl)-2-(2'-(4-methyl-4H-1,2,4-triazol-3-yl)-[1,1'-biphenyl]-3-yl)-4-(trifluoromethyl)isoindolin-1-one F[C@@H]1CN(CC1)CC1=CC(=C2CN(C(C2=C1)=O)C=1C=C(C=CC1)C1=C(C=CC=C1)C1=NN=CN1C)C(F)(F)F